N-{4-[3-amino-5-methylpiperidin-1-yl]-2,3-dihydrofuro[2,3-b]pyridin-5-yl}-6-(2,6-difluorophenyl)-5-fluoropyridine-2-carboxamide NC1CN(CC(C1)C)C1=C2C(=NC=C1NC(=O)C1=NC(=C(C=C1)F)C1=C(C=CC=C1F)F)OCC2